1-(4-cyano-3-(trifluoromethyl)phenyl)-N-(5-(4-(2-(4-(2-(2,6-dioxopiperidin-3-yl)-1,3-dioxoisoindolin-4-yl)piperazin-1-yl)ethyl)piperidin-1-yl)pyridin-2-yl)piperidine-4-carboxamide C(#N)C1=C(C=C(C=C1)N1CCC(CC1)C(=O)NC1=NC=C(C=C1)N1CCC(CC1)CCN1CCN(CC1)C1=C2C(N(C(C2=CC=C1)=O)C1C(NC(CC1)=O)=O)=O)C(F)(F)F